Tripotassium carbonate C([O-])([O-])=O.[K+].[K+].[K+]